C(C)CC(=O)OCC ethyl alcohol (ethyl acetate)